C(C1=CC=CC=C1)[C@H]1N(S(C2=C(N(C1)C1=CC=C(C=C1)F)C=C(C(=C2)OC)C(F)(F)F)(=O)=O)C (R)-3-benzyl-5-(4-fluorophenyl)-8-methoxy-2-methyl-7-(trifluoromethyl)-2,3,4,5-tetrahydrobenzo[f][1,2,5]thiadiazepine 1,1-dioxide